FC1=CC=C(C=2C3=C(NC12)C[C@H](N(C3)C(=O)C=3NC1=CC=CC=C1C3)C)C [(R)-6-Fluoro-3,9-dimethyl-1,3,4,5-tetrahydropyrido[4,3-b]indol-2-yl]-(1H-indol-2-yl)methanone